O1CCN(CC1)C1=NC(=NC=C1C(=O)O)C(F)(F)F morpholino-2-(trifluoromethyl)pyrimidine-5-carboxylic acid